C1(=CC=CC=C1)C(C#C)O 1-phenyl-propan-2-yn-1-ol